(S)-2-((((9H-Fluoren-9-yl)methoxy)carbonyl)amino)-7,7,7-trifluoroheptanoic acid C1=CC=CC=2C3=CC=CC=C3C(C12)COC(=O)N[C@H](C(=O)O)CCCCC(F)(F)F